C(C)N(C(C1=C(C=CC(=C1)F)OC=1C(=NC=NC1)N1CC2(C1)CCN(CC2)C[C@H]2OC[C@@H](CC2)NS(=O)(=O)C2=NC=CC=C2)=O)C(C)C N-ethyl-5-fluoro-N-isopropyl-2-((4-(7-(((2S,5R)-5-(pyridine-2-sulfonamido)tetrahydro-2H-pyran-2-yl)methyl)-2,7-diazaspiro[3.5]nonan-2-yl)pyrimidin-5-yl)oxy)benzamide